FCC1(CC(C1)C#N)O (1R,3r)-3-(fluoromethyl)-3-hydroxycyclobutanecarbonitrile